dioctyltin monocaprate [O-]C(=O)CCCCCCCCC.C(CCCCCCC)[Sn+]CCCCCCCC